water tert-butyl-3-(1-(3-(3-methylbut-2-enamido)benzoyl)piperidin-4-yl)benzylcarbamate C(C)(C)(C)OC(NCC1=CC(=CC=C1)C1CCN(CC1)C(C1=CC(=CC=C1)NC(C=C(C)C)=O)=O)=O.O